7-bromo-N-(3-chloro-2-methylphenyl)-2-methylpyrido[3,2-d]pyrimidin-4-amine BrC1=CC=2N=C(N=C(C2N=C1)NC1=C(C(=CC=C1)Cl)C)C